C(C=C)N1C(S\C(\C1=O)=C/C=1C=NN(C1)C1=C(C=CC=C1)Cl)=S (5Z)-3-allyl-5-[[1-(2-chlorophenyl)pyrazol-4-yl]methylene]-2-thioxo-thiazolidin-4-one